FC(C1=NC=CC(=C1)N1C(=NC=2C1=NC(=CC2)N2[C@@H](CN(CC2)C(=O)OC(C)(C)C)C)C2=CC=C(C=C2)F)F tert-butyl (3R)-4-{3-[2-(difluoromethyl) pyridin-4-yl]-2-(4-fluorophenyl)-3H-imidazo[4,5-b]pyridin-5-yl}-3-methylpiperazine-1-carboxylate